COCCOCCN1C(CC2=CC(=CC=C12)C(=O)N)=O (2-(2-methoxyethoxy)ethyl)-2-oxindole-5-carboxamide